1-(morpholin-4-yl)undec-10-en-1-one N1(CCOCC1)C(CCCCCCCCC=C)=O